3-(2-(2-(trifluoromethyl)pyridin-4-yl)furo[3,2-b]pyridin-7-yl)benzenesulfonamide FC(C1=NC=CC(=C1)C1=CC2=NC=CC(=C2O1)C=1C=C(C=CC1)S(=O)(=O)N)(F)F